(±)-6-chloro-2-(1-((cis)-4-(2-fluoro-3-methylpyridin-4-yl)cyclohexyl)-3-propyl)-1H-imidazo[4,5-b]pyridine ClC=1C=C2C(=NC1)N=C(N2)CCC[C@@H]2CC[C@@H](CC2)C2=C(C(=NC=C2)F)C |r|